FC1=C(C(=C2C=CN(C2=C1)S(=O)(=O)C1=CC=C(C)C=C1)CO)OC1=CC(=NC=C1)C(=N)SC methyl 4-((6-fluoro-4-(hydroxymethyl)-1-tosyl-1H-indol-5-yl)oxy)pyridine-2-carbimidothioate